FC(OC1CC(C1)N)(F)F (1s,3s)-3-(trifluoromethoxy)cyclobutane-1-amine